BrC=1C(=C2C(=NC1)NC[C@]21C[C@H](CC1)C1=NC=NN1)Cl |r| (1RS,3SR)-5'-Bromo-4'-chloro-3-(1H-1,2,4-triazol-5-yl)-1',2'-dihydrospiro[cyclopentane-1,3'-pyrrolo[2,3-b]pyridine]